3-[3-(2-Chloro-6-methyl-4-pyridyl)-5-[[(1S)-2-hydroxy-1-methyl-ethyl]amino]pyrazolo[1,5-a]pyrimidin-2-yl]benzonitrile ClC1=NC(=CC(=C1)C=1C(=NN2C1N=C(C=C2)N[C@H](CO)C)C=2C=C(C#N)C=CC2)C